OB1OC2=C(CC1)C=CC(=C2C(=O)O)OC2CN(C2)C(CN2N=NC(=C2)CCO)=O 2-hydroxy-7-[(1-{[4-(2-hydroxyethyl)-1H-1,2,3-triazol-1-yl]acetyl}azetidin-3-yl)oxy]-3,4-dihydro-2H-1,2-benzoxaborinine-8-carboxylic acid